N-(2,4-Dimethyl-5-oxo-5,6,7,8-tetrahydro-4H-pyrazolo[1,5-a][1,3]diazepin-6-yl)-7-(trifluoromethyl)imidazo[1,5-a]pyridin-1-carboxamid CC1=NN2C(N(C(C(CC2)NC(=O)C=2N=CN3C2C=C(C=C3)C(F)(F)F)=O)C)=C1